[(trifluoromethyl)sulfinyl]-1H-pyrazole-3-carbonitrile FC(S(=O)N1N=C(C=C1)C#N)(F)F